BrC1=CC(=C(C(=C1)C)N1N=C2C(N=C(NC2=O)N2CCCC2)=N1)C 2-(4-bromo-2,6-dimethyl-phenyl)-5-pyrrolidin-1-yl-6H-triazolo[4,5-d]pyrimidin-7-one